N1=C(N=CC2=CC=CC=C12)N quinazoline-2-amine